5-(2-(2-(2-propoxyethoxy)ethoxy)ethoxy)bicyclo[2.2.1]hept-2-ene C(CC)OCCOCCOCCOC1C2C=CC(C1)C2